C/C(/C=C/C=O)=C\C=1C=C(C=CC1)C (2E,4E)-4-methyl-5-(m-tolyl)penta-2,4-dienal